C1CCN2C1=C(C=1C=CC=CC21)C(=O)OC2C[C@H]1CCC[C@@H](C2)N1C(=O)OC(C)(C)C (1R,3s,5S)-9-(tert-butoxycarbonyl)-9-azabicyclo[3.3.1]nonan-3-yl 2,3-dihydro-1H-pyrrolo[1,2-a]indole-9-carboxylate